(S)-2-(2-fluoro-4-(6-((2-fluoro-4-(oxetan-3-yl)benzyl)oxy)pyridin-2-yl)benzyl)-1-(oxetane-2-ylmethyl)-1H-benzo[d]imidazole-6-carboxylic acid FC1=C(CC2=NC3=C(N2C[C@H]2OCC2)C=C(C=C3)C(=O)O)C=CC(=C1)C1=NC(=CC=C1)OCC1=C(C=C(C=C1)C1COC1)F